(S)-N-((R)-1-(6-bromopyridin-2-yl)-2,2,2-trifluoroethyl)-2-methylpropane-2-sulfinamide BrC1=CC=CC(=N1)[C@H](C(F)(F)F)N[S@@](=O)C(C)(C)C